FC(NC(=O)C=1N=NC=CC1)(F)F N-(trifluoromethyl)pyridazine-3-carboxamide